N-(2-hydroxyethyl)-4-methyl-5-((7-methyl-8-oxo-9-(tetrahydro-2H-pyran-4-yl)-8,9-dihydro-7H-purin-2-yl)amino)picolinamide OCCNC(C1=NC=C(C(=C1)C)NC1=NC=C2N(C(N(C2=N1)C1CCOCC1)=O)C)=O